CC1(CC1)C1CC2(CN(C2)C(=O)C2CC3(C2)NC(OC3)=O)C1 (2s,4s)-2-(6-(1-methylcyclopropyl)-2-azaspiro[3.3]heptane-2-carbonyl)-7-oxa-5-azaspiro[3.4]octan-6-one